O1C=NC=C1CC=1C=C(CNCCCCOCCNC=2C=3C=NNC3C=C(C2)C2=CN=NC=C2)C=C(C1)OC(F)(F)F N-(2-(4-((3-(oxazol-5-ylmethyl)-5-(trifluoromethoxy)benzyl)amino)butoxy)ethyl)-6-(pyridazin-4-yl)-1H-indazol-4-amine